C1=CC=CC=2C3=CC=CC=C3C(C12)COC(=O)N([C@@H](C(=O)O)COCCC(C)C)C (2R)-2-[9H-fluoren-9-ylmethoxycarbonyl-(methyl)amino]-3-(3-methylbutoxy)propionic acid